8-bromo-7-chloro-6-(3-fluoro-2-pyridinyl)-1-methyl-4H-[1,2,4]Triazolo[4,3-a][1,4]Benzodiazepine BrC=1C=CC2=C(C(=NCC=3N2C(=NN3)C)C3=NC=CC=C3F)C1Cl